CC1(CCN(CC1)C1=C2C=CC(=NC2=CC(=C1)S(NC1(CC1)C)(=O)=O)NC(=O)C12CC2C1)S(=O)(=N)C N-(5-(4-methyl-4-(S-methylsulfonimidoyl)piperidin-1-yl)-7-(N-(1-methylcyclopropyl)sulfamoyl)quinolin-2-yl)bicyclo[1.1.0]butane-1-carboxamide